C1(=CC=CC=C1)C(C1=CC=CC=C1)[NH-] α-phenyl-benzylamide